4-(6-methoxynaphthalen-2-yl)-2,6-dimethylpyrylium tetrafluoroborate F[B-](F)(F)F.COC=1C=C2C=CC(=CC2=CC1)C1=CC(=[O+]C(=C1)C)C